ClC1=NC=2C=CC=NC2C2=C1C(OC[C@@](N2)(C)CC)=O (R)-6-chloro-2-ethyl-2-methyl-2,3-dihydro-[1,4]oxazepino[6,5-c][1,5]naphthyridin-5(1H)-one